2-methyl-4-(3-nitropyridin-4-yl)morpholine CC1CN(CCO1)C1=C(C=NC=C1)[N+](=O)[O-]